3-(5-bromo-3,6-dihydropyridin-1(2H)-yl)-2-((tert-butoxycarbonyl)amino)propionic acid BrC1=CCCN(C1)CC(C(=O)O)NC(=O)OC(C)(C)C